ClC=1C=CC2=C(CC(CC=3N2C(=NN3)[C@@H]3CC[C@H](CC3)C(F)(F)F)OC)C1 8-Chloro-5-methoxy-1-[trans-4-(trifluoromethyl)cyclohexyl]-5,6-dihydro-4H-[1,2,4]triazolo[4,3-a][1]benzazepin